(R)-N-(5-(5-(methoxymethyl)-1,2,4-oxadiazol-3-yl)-2,3-dihydro-1H-inden-1-yl)-3-methylisoxazole-4-carboxamide COCC1=NC(=NO1)C=1C=C2CC[C@H](C2=CC1)NC(=O)C=1C(=NOC1)C